2-[[[4-Cyano-3,3-dideuterio-7-(4-isopropylphenyl)-2H-benzofuran-5-yl]amino]methyl]prop-2-enamid C(#N)C1=C(C=C(C2=C1C(CO2)([2H])[2H])C2=CC=C(C=C2)C(C)C)NCC(C(=O)N)=C